O1C(OCCC1)COC1=CC=C(C=C1)[C@H]1OC=2C=C(C=CC2C=2C=NC=3C=C(C=CC3C21)O)C(F)(F)F (5R)-5-[4-(1,3-Dioxan-2-ylmethoxy)phenyl]-8-(trifluoromethyl)-5H-chromeno[4,3-c]quinolin-2-ol